6-Aminopyridazine-4-carboxylic acid methyl ester COC(=O)C1=CN=NC(=C1)N